C[C@@H]1N(CC=C(C1)OS(=O)(=O)C(F)(F)F)C(=O)OC(C)(C)C tert-butyl (2S)-2-methyl-4-[(trifluoromethanesulfonyl) oxy]-3,6-dihydropyridine-1(2H)-carboxylate